(6-bromo-8-((R)-1-methoxyethyl)imidazo[1,2-a]pyridin-2-yl)((3R,3'R)-3'-hydroxy-1,4-dihydro-2H-spiro[isoquinolin-3,4'-piperidin]-1'-yl)methanone BrC=1C=C(C=2N(C1)C=C(N2)C(=O)N2C[C@H]([C@@]1(CC2)NCC2=CC=CC=C2C1)O)[C@@H](C)OC